CONC(=O)C1=NN(C=C1)C1=CC=CC=C1 N-methoxy-1-phenyl-1H-pyrazole-3-carboxamide